[SiH3][Si]([SiH3])([SiH2][Si]([SiH3])([SiH3])[SiH3])[SiH3] 2,2,4,4-Tetrasilylpentasilan